N1CCC(CC1)C(=O)OC(=O)C1=CC=NC2=CC=CC=C12 (quinoline-4-carbonyl) piperidine-4-carboxylate